ClC[C@]1([C@@]([C@H](CC1)CC1=CC=C(C=C1)F)(O)CN1N=CN=C1)C (1R,2R,5R)-2-chloromethyl-5-(4-fluorobenzyl)-2-methyl-1-(1H-1,2,4-triazol-1-ylmethyl)cyclopentanol